O=C1NC(CCC1C1=NN(C2=CC(=CC=C12)N1C[C@H](N(CC1)C(=O)OC(C)(C)C)C)C)=O tert-butyl (2R)-4-[3-(2,6-dioxo-3-piperidyl)-1-methyl-indazol-6-yl]-2-methyl-piperazine-1-carboxylate